(4-dimethylaminobenzylidene)-malonic acid divinyl ester C(=C)OC(C(C(=O)OC=C)=CC1=CC=C(C=C1)N(C)C)=O